COC(=O)C1(C(SC2=CC=CC=C2C1=O)C1=CC=C(C=C1)Cl)CC=C=CC1=CC=CC=C1 (-)-Methyl-2-(4-chlorophenyl)-4-oxo-3-(4-phenylbuta-2,3-dien-1-yl)thiochromane-3-carboxylate